1,1,1,3,3,3-hexafluoro-propan-2-yl (R or S)-1-((2-methylpyrimidin-5-yl)carbamoyl)-6-azaspiro[2.5]octane-6-carboxylate CC1=NC=C(C=N1)NC(=O)[C@@H]1CC12CCN(CC2)C(=O)OC(C(F)(F)F)C(F)(F)F |o1:10|